α-cyano-p-hydroxy-p-methyl-N-(2,5-dibromophenyl)propenamide C(#N)C(C(=O)NC1=C(CC(C(=C1)Br)(C)O)Br)=C